(2R,3R)-2-(2,5-difluorophenyl)-3-mercapto-1-(1H-1,2,4-triazol-1-yl)butan-2-ol FC1=C(C=C(C=C1)F)[C@@](CN1N=CN=C1)([C@@H](C)S)O